CC=1C=C2C(C=C(OC2=C(C1)C(C)NC1=C(C(=O)OC)C=CC=C1)C1=CNC(C=N1)=O)=O Methyl 2-[1-[6-methyl-4-oxo-2-(6-oxo-1H-pyrazin-3-yl)chromen-8-yl]ethylamino]benzoate